C1(CC1)CN1C(=CC2=CC=C(C=C12)C=1C=C2C=CNC2=CC1)C1=NN2C(C=CC(=C2)C(=O)N2C[C@@H](C[C@H](C2)F)N)=C1C (3R,5R)-1-{2-[1'-(Cyclopropylmethyl)-1H,1'H-[5,6'-biindole]-2'-yl]-3-methylpyrazolo[1,5-a]pyridine-6-carbonyl}-5-fluoropiperidin-3-amine